DANSYLCADAVERINE S(=O)(=O)(C1=CC=CC=2C(N(C)C)=CC=CC12)NCCCCCN